4'-(4-ethylcyclohexyl)-2',3,4,5-tetrafluorobiphenyl C(C)C1CCC(CC1)C1=CC(=C(C=C1)C1=CC(=C(C(=C1)F)F)F)F